COC([C@@H](N(C(=O)C1=NC=C(C=C1)[N+](=O)[O-])C)C(C)C)=O N-methyl-N-(5-nitropyridinoyl)-L-valine methyl ester